(Z)-1-(2-(2-(2-ethoxyethoxy)ethoxy)-1-phenylvinyl)-4-methylbenzene C(C)OCCOCCO\C=C(\C1=CC=CC=C1)/C1=CC=C(C=C1)C